2-acrylamidomethylpropanesulphonic acid C(C=C)(=O)NCC(CS(=O)(=O)O)C